2-(4-{[(tertbutyldimethylsilyl)oxy]methyl}-1,2,3-triazol-1-yl)-5-{[2-methyl-6-(trifluoromethyl)phenyl]methoxy}pyrimidine C(C)(C)(C)[Si](OCC=1N=NN(C1)C1=NC=C(C=N1)OCC1=C(C=CC=C1C(F)(F)F)C)(C)C